tert-butyl 4-[4-[3-[[4-[[(7R)-8-cyclopentyl-7-ethyl-5-methyl-6-oxo-7H-pteridin-2-yl]amino]-3-methoxy-benzoyl]amino]propoxy]butoxy]piperidine-1-carboxylate C1(CCCC1)N1[C@@H](C(N(C=2C=NC(=NC12)NC1=C(C=C(C(=O)NCCCOCCCCOC2CCN(CC2)C(=O)OC(C)(C)C)C=C1)OC)C)=O)CC